methyl (1R,3R)-3-((Z)-2-chloro-3,3,3-trifluoroprop-1-en-1-yl)-2,2-dimethylcyclopropane-1-carboxylate Cl\C(=C/[C@@H]1C([C@@H]1C(=O)OC)(C)C)\C(F)(F)F